N-((2S)-1-(2-(3-amino-3-oxopropyl)-2-(2-chloro-2-fluoroacetyl)hydrazinyl)-3-cyclohexyl-1-oxopropan-2-yl)imidazo[1,2-a]pyridine-2-carboxamide NC(CCN(NC([C@H](CC1CCCCC1)NC(=O)C=1N=C2N(C=CC=C2)C1)=O)C(C(F)Cl)=O)=O